FC(OC1=CC=C(C=C1)C1=CN=C(O1)NC=1N=CC(=NC1)C(=N)N)(F)F 5-((5-(4-(trifluoromethoxy)phenyl)oxazol-2-yl)amino)pyrazine-2-carboxamidine